C(#N)C=1C=C(C=CC1F)C=1C(=CC=CC1N1CC(C1)OC1=CC=C(C=C1)CO)C(=O)OC Methyl 3'-cyano-4'-fluoro-6-(3-(4-(hydroxymethyl)phenoxy)azetidin-1-yl)-[1,1'-biphenyl]-2-formate